[Cl-].C(CCCCCCCCCCCCC)C=1N=C(NC1)C=C tetradecyl-vinyl-imidazole chloride